OC1=C(C=CC2=CC=CC=C12)C(=O)[O-].C1(CCCCC1)[Sn+](C1CCCCC1)C1CCCCC1 tricyclohexyltin 1-hydroxy-2-naphthoate